(1S)-(+)-3-carene CC1=CC[C@@H]2[C@H](C1)C2(C)C